2-(2-methoxy-1H-imidazol-4-yl)-2-methylpropanenitrile COC=1NC=C(N1)C(C#N)(C)C